N1-((S)-1-(((S)-5-((4-Chlorobenzyl)oxy)-2-oxo-1-(2,3,5,6-tetrafluorophenoxy)pentan-3-yl)amino)-1-oxopropan-2-yl)-N2-(2,6-difluorophenyl)oxalamide ClC1=CC=C(COCC[C@@H](C(COC2=C(C(=CC(=C2F)F)F)F)=O)NC([C@H](C)NC(C(=O)NC2=C(C=CC=C2F)F)=O)=O)C=C1